6-amino-5-fluoro-2-methylnicotinonitrile NC1=NC(=C(C#N)C=C1F)C